ClC=1C2=C(N=CN1)N(C=C2)[C@H]2[C@@H]([C@@H]([C@H](C2)CN(C(C)=O)CC#CC=2C=C(C(=O)N)C=CC2)O)O 3-(3-(N-(((1R,2R,3S,4R)-4-(4-chloro-7H-pyrrolo[2,3-d]pyrimidin-7-yl)-2,3-dihydroxycyclopentyl)methyl)acetamido)prop-1-yn-1-yl)benzamide